tert-butyl (3-(4-bromo-2-nitro-1H-imidazol-1-yl)propyl)carbamate BrC=1N=C(N(C1)CCCNC(OC(C)(C)C)=O)[N+](=O)[O-]